OC1(CC(C1)C(=O)N1CC2(C1)CCC(CC2)C2=CC(=C(C=C2)C)OC)C ((1s,3s)-3-Hydroxy-3-methylcyclobutyl)(7-(3-methoxy-4-methylphenyl)-2-azaspiro[3.5]nonan-2-yl)methanone